C(C)OC(=O)C=1C=NN2C1N=C(C=C2)N2C(COCC2)C2=C(C=CC(=C2)F)F 5-(3-(2,5-difluorophenyl)morpholino)pyrazolo[1,5-a]Pyrimidine-3-carboxylic acid ethyl ester